[I-].C[N+]1(CCOCC1)CCCOC=1C=C2C(=CC=NC2=CC1)C(NCC(=O)N1C(CCC1)C(C(=O)NC1=CC2=CC=CC=C2C=C1)=O)=O 4-methyl-4-(3-((4-((2-(2-(2-(naphthalen-2-ylamino)-2-oxoacetyl)pyrrolidin-1-yl)-2-oxoethyl)carbamoyl)quinolin-6-yl)oxy)propyl)morpholin-4-ium iodide